4-((1-(isobutylsulfonyl)piperidin-4-yl)oxy)thieno[3,2-d]pyrimidine C(C(C)C)S(=O)(=O)N1CCC(CC1)OC=1C2=C(N=CN1)C=CS2